1-((1R,3R,5S)-3-((5-cyclopropyl-3-(2-fluorophenyl)isoxazol-4-yl)methoxy)-8-azabicyclo[3.2.1]octane-8-carbonyl)indoline-6-carboxylic acid C1(CC1)C1=C(C(=NO1)C1=C(C=CC=C1)F)COC1C[C@H]2CC[C@@H](C1)N2C(=O)N2CCC1=CC=C(C=C21)C(=O)O